3-(chlorodifluoromethyl)-6-(6-((1,1-difluoropropan-2-yl)oxy)pyridin-3-yl)-[1,2,4]triazolo[4,3-a]pyrazine ClC(C1=NN=C2N1C=C(N=C2)C=2C=NC(=CC2)OC(C(F)F)C)(F)F